isoamyl trimethoxycinnamate COC1=C(C(=C(C(=O)OCCC(C)C)OC)OC)C=CC=C1